N-t-butoxycarbonyl-1,2,4-triazole C(C)(C)(C)OC(=O)N1N=CN=C1